[K+].[K+].C(=CCCCCCCCCCC)C(C(=O)[O-])CC(=O)[O-] Dodecenyl-succinic acid dipotassium salt